[Sn].C(C)C1(C(N[C@H](C1)CCN1[C@H](CN(CC1)C1=CC=C(C=C1)F)C)=O)CC (R)-3,3-diethyl-5-(2-((S)-4-(4-fluorophenyl)-2-methylpiperazin-1-yl)ethyl)pyrrolidin-2-one tin